(R)-6-(1-(fluoromethyl)cyclopropyl)-8-(methoxy-d3)-2-methyl-4-((1-(3-(pentafluoro-λ6-sulfanyl)phenyl)ethyl)amino)pyrido[4,3-d]pyrimidin-7(6H)-one FCC1(CC1)N1C=C2C(N=C(N=C2N[C@H](C)C2=CC(=CC=C2)S(F)(F)(F)(F)F)C)=C(C1=O)OC([2H])([2H])[2H]